OCCNC1=C2C(=NC=C1)N(N=C2)C2=CC=C(C=C2)OC(F)(F)F 4-((2-hydroxyethyl)amino)-1-(4-(trifluoromethoxy)phenyl)-1H-pyrazolo[3,4-b]pyridine